1-phenyl-5-trifluoromethyl-N'-(1-(4-methylphenyl)methylene)-1H-pyrazole-4-carboxylic acid hydrazide C1(=CC=CC=C1)N1N=CC(=C1C(F)(F)F)C(=O)NN=CC1=CC=C(C=C1)C